1-(methylamino)-4-[(3-methylphenyl)amino]anthraquinone CNC1=CC=C(C=2C(C3=CC=CC=C3C(C12)=O)=O)NC1=CC(=CC=C1)C